tert-butyl [(1R)-1-{3-[(2R*)-2-cyclopropyl-1,1-difluoro-2-hydroxybut-3-yn-1-yl]-2-fluorophenyl}ethyl]carbamate C1(CC1)[C@](C(F)(F)C=1C(=C(C=CC1)[C@@H](C)NC(OC(C)(C)C)=O)F)(C#C)O |o1:3|